benzyl-3-phenylpyridine-2,5-diamine C(C1=CC=CC=C1)C1=C(C(=NC=C1N)N)C1=CC=CC=C1